Cl.ClC1=C(C=CC=C1)N1CCN(CC1)CC(=O)O 2-(4-(2-Chlorophenyl)piperazine-1-yl)acetic acid hydrochloride